6-bromo-1-[(2R)-2-(2-methoxyphenyl)-2-(oxacyclohex-4-yloxy)ethyl]-5-methyl-3-(4H-1,2,4-triazol-3-ylmethyl)-1H,2H,3H,4H-thieno[2,3-d]pyrimidine-2,4-dione BrC1=C(C2=C(N(C(N(C2=O)CC2=NN=CN2)=O)C[C@H](OC2CCOCC2)C2=C(C=CC=C2)OC)S1)C